(S)-3-hydroxypiperidine-1-carboxylic acid benzyl ester C(C1=CC=CC=C1)OC(=O)N1C[C@H](CCC1)O